FC=1C=C(C=CC1)C1=CC=2C3=C(C=NC2C=C1)N(/C(/N3C=3C=NC=NC3)=N\C=3C=NC=NC3)C (E)-8-(3-fluorophenyl)-3-methyl-N,1-bis(pyrimidin-5-yl)-1,3-dihydro-2H-imidazo[4,5-c]quinolin-2-imine